3-[4-amino-5-(trifluoromethyl)pyrrolo[2,1-f][1,2,4]triazin-7-yl]-N-[(3R,4S)-4-fluoro-1-(2-fluoro-2-methylpropanoyl)pyrrolidin-3-yl]-5-methoxybenzamide NC1=NC=NN2C1=C(C=C2C=2C=C(C(=O)N[C@@H]1CN(C[C@@H]1F)C(C(C)(C)F)=O)C=C(C2)OC)C(F)(F)F